ClC1=C(C(=O)N(C)C)C=CC(=C1)C=1C=NC(=C(C1)C#N)N1CCN(CC1)C(C(C)(C1=CC=CC=C1)C)=O 2-chloro-4-(5-cyano-6-(4-(2-methyl-2-phenylpropanoyl)piperazin-1-yl)pyridin-3-yl)-N,N-dimethylbenzamide